di-methyl-(dipropenyl)silane C[Si](C=CC)(C=CC)C